C1(CC1)C1=NC=NC(=C1C=1N=C(C2=C(N1)N=CC=C2)OCC=2C=NC(=C(C2)F)C=2N(C=C(N2)C(F)(F)F)CC)OC 2-(4-cyclopropyl-6-methoxy-pyrimidin-5-yl)-4-[[6-[1-ethyl-4-(trifluoromethyl)imidazol-2-yl]-5-fluoro-3-pyridyl]methoxy]pyrido[2,3-d]pyrimidine